5-(4-(5-(6-fluoro-4-oxo-3,4-dihydroquinazolin-2-yl)tetrahydrofuran-3-yl)piperazin-1-yl)-N-methylpicolinamide FC=1C=C2C(NC(=NC2=CC1)C1CC(CO1)N1CCN(CC1)C=1C=CC(=NC1)C(=O)NC)=O